(±)-N-(5-chloro-2-fluoro-4-(trifluoromethyl)phenyl)-1-fluoro-6,7,8,9-tetrahydro-5H-5,8-epiminocyclohepta[c]pyridine-10-carboxamide ClC=1C(=CC(=C(C1)NC(=O)N1C2CCC1CC=1C(=NC=CC12)F)F)C(F)(F)F